FC1=CC(=CN2C1=NC(=NC2=O)C=2C=C(C=1N(C2)C=C(N1)C)F)N1C[C@@H](NCC1)C (S)-9-fluoro-2-(8-fluoro-2-methylimidazo[1,2-a]pyridin-6-yl)-7-(3-methylpiperazin-1-yl)-4H-pyrido[1,2-a][1,3,5]triazin-4-one